C(C1=CC=CC=C1)(C1=CC=CC=C1)N1C(C2(NC=3C=CC=CC3C=3C4=C(C=CC23)C(=C(N4)C4=CC=CC=C4)C)C4=CC=CC(=C14)Br)=O (-)-1-Benzhydryl-7-bromo-3'-methyl-2'-phenyl-1',7'-dihydrospiro[indoline-3,6'-pyrrolo[3,2-k]phenanthridin]-2-one